1,1-difluoro-5-azaspiro[2.5]octane hydrochloride Cl.FC1(CC12CNCCC2)F